C(\C=C\C(=O)O)(=O)O.C(C)OC(=O)N1CC2(CC(C2)N2CCC(CC2)C2=CC=NN2C)CC1 2-[4-(1-methyl-1H-pyrazol-5-yl)piperidin-1-yl]-6-azaspiro[3.4]octane-6-carboxylic acid ethyl ester fumarate